O1CC(C1)CC1=C(C(=O)N)C=CC=C1 (oxetan-3-ylmethyl)benzamide